N2-tert-butyl-6-(p-tolyl)pyridine-2,3-diamine C(C)(C)(C)NC1=NC(=CC=C1N)C1=CC=C(C=C1)C